FC1=C(C(=CC2=C(C(=C(C=C12)F)F)F)F)F 1,2,3,5,6,7-hexafluoronaphthalene